tert-Butyl N-[3-(2-aminoethyl)-5-oxo-1-(3-oxo-4H-pyrido[3,2-b][1,4]oxazin-6-yl)pyrrolidin-3-yl]carbamate Methyl-2-[5-oxo-3-(phenylmethoxycarbonylamino)pyrrolidin-3-yl]acetate COC(CC1(CNC(C1)=O)NC(=O)OCC1=CC=CC=C1)=O.NCCC1(CN(C(C1)=O)C=1C=CC=2OCC(NC2N1)=O)NC(OC(C)(C)C)=O